methyl 2-(2,2-dimethyl-6-oxocyclohexyl)acetate CC1(C(C(CCC1)=O)CC(=O)OC)C